N-Octanoic Acid CCCCCCCC(=O)O